FC1=CC=C2C=CC=NC2=C1C=1C(=NC(=CC1)CC(C)C)N (7-fluoroquinolin-8-yl)-6-isobutylpyridin-2-amine